CC=1C=C(C=CC1OC=1C=CC2=C(N=C(S2)C)C1)NC=1C2=C(N=CN1)C=CC(=N2)OC2CCN(CC2)C(C=C)=O 1-(4-((4-((3-methyl-4-((2-methylbenzo[d]thiazol-5-yl)oxy)phenyl)amino)pyrido[3,2-d]pyrimidin-6-yl)oxy)piperidin-1-yl)prop-2-en-1-one